(2R,3R)-3-(benzyloxy)pyrrolidine-1,2-dicarboxylic acid 1-benzyl ester 2-methyl ester COC(=O)[C@@H]1N(CC[C@H]1OCC1=CC=CC=C1)C(=O)OCC1=CC=CC=C1